(2-isocyanatocyclopropyl)benzene N(=C=O)C1C(C1)C1=CC=CC=C1